N=1N(N=CC1)C1=C(C=C(C=N1)[N-]CC1=C(C=C(C=C1)Br)F)C(F)(F)F N-(6-(2H-1,2,3-triazol-2-yl)-5-(trifluoromethyl)pyridin-3-yl)-4-bromo-2-fluorobenzyl-amide